C1(=CCCCC1)CCNS(=O)(=O)C=1C=CC2=C(C(=C(O2)C(=O)O)C)C1 5-(N-(2-(cyclohex-1-en-1-yl)ethyl)sulfamoyl)-3-methylbenzofuran-2-carboxylic acid